(2-((6-chloro-4-(prop-1-yn-1-yl)-2,3-dihydro-1H-inden-2-yl)amino)pyrimidin-5-yl)(6-oxa-1-azaspiro[3.3]heptan-1-yl)methanone ClC1=CC(=C2CC(CC2=C1)NC1=NC=C(C=N1)C(=O)N1CCC12COC2)C#CC